C[N+]1(CCCCCC1)CC N-methyl-N-ethylazepanium